FC1=CC=C(C=C1)C1=CC=C(C=C1)OC 4'-fluoro-4-methoxy-[1,1'-biphenyl]